CNC=1C=2C=NC=3NC4=CC=CC(OCCCCCN(C=5C=CC6=C(N=C(C(=CN1)C2C3)O6)C5)C)=N4 N,9-dimethyl-15,33-dioxa-3,9,21,23,27,31-hexazahexacyclo[20.6.2.12,5.14,8.116,20.025,29]tritriaconta-1(28),2,4,6,8(32),16(31),17,19,22(30),23,25(29),26-dodecaen-26-amine